(2-Methyl-2,7-diazaspiro[3.5]nonan-7-yl)-N-(4-phenylbut-3-yn-1-yl)-1H-benzo[d]imidazole-1-carboxamide CN1CC2(C1)CCN(CC2)C2=NC1=C(N2C(=O)NCCC#CC2=CC=CC=C2)C=CC=C1